(±)-trans-N-[8-amino-6-(5-amino-4-methylpyridin-3-yl)isoquinolin-3-yl]-2-(cyanomethyl)cyclopropane-1-carboxamide NC=1C=C(C=C2C=C(N=CC12)NC(=O)[C@H]1[C@@H](C1)CC#N)C=1C=NC=C(C1C)N |r|